1-[(1R,5S,6S)-3-[(tert-Butoxy)carbonyl]-6-cyano-3-azabicyclo[3.1.0]hex-6-yl]-5-[(4S)-2,2-dimethyloxetan-4-yl]-1H-indole-2-carboxylic acid C(C)(C)(C)OC(=O)N1C[C@@H]2C([C@@H]2C1)(C#N)N1C(=CC2=CC(=CC=C12)[C@@H]1CC(O1)(C)C)C(=O)O